S1C=NC2=C1C=CC(=C2)C(C)N2CCN(CC2)C2=CC=C(C=N2)S(=O)(=NC)C (6-(4-(1-(benzo[d]thiazol-5-yl)ethyl)piperazin-1-yl)pyridin-3-yl)(methyl)(methylimino)-λ6-sulfanone